6-((1-(4-(Difluoromethyl)phenyl)-4-methyl-1H-1,2,3-triazol-5-yl)methoxy)pyridazin-3-yl-N-methylmorpholine-2-carboxamide FC(C1=CC=C(C=C1)N1N=NC(=C1COC1=CC=C(N=N1)N1CC(OCC1)C(=O)NC)C)F